ClC1=NSC(=C1Cl)C(=O)NC1=C(C=CC=C1)C#N 3,4-dichloro-N-(2-cyanophenyl)isothiazole-5-carboxamide